C1(CCCC2=CC=CC=C12)NC(=O)N TETRAHYDRONAPHTHYL-UREA